O1COC2=C1C=CC(=C2)C(N2CCN(CC2)C2=C(C=NC=C2Cl)Cl)C2=NN=NN2CCCC 1-(benzo[d][1,3]dioxol-5-yl(1-butyl-1H-tetrazol-5-yl)methyl)-4-(3,5-dichloropyridin-4-yl)piperazine